2-(2-benzyloxy-3-bicyclo[4.2.0]octa-1,3,5-trienyl)-4,4,5,5-tetramethyl-1,3,2-dioxaborolane C(C1=CC=CC=C1)OC1=C2CCC2=CC=C1B1OC(C(O1)(C)C)(C)C